O[C@]1(CC[C@@H]2[C@@H]([C@H]3CC[C@@]4([C@H](CCC[C@H]4[C@@H]3CC2)C(CCN2N=CC(=C2)C#N)=O)C)CC1)C 1-(3-((1S,4aS,4bR,6aR,9S,11aS,11bR,13aS)-9-hydroxy-9,13a-dimethyloctadecahydro-1H-cyclohepta[a]phenanthren-1-yl)-3-oxopropyl)-1H-pyrazole-4-carbonitrile